FC(C)CC(C)C 2-fluoro-4-methylpentan